((1R)-1-(5-benzyl-3-((imidazo[1,2-a]pyridine-8-carboxamido)methyl)-4,5-dihydroisoxazole-5-Carboxamido)propyl)boronic acid C(C1=CC=CC=C1)C1(CC(=NO1)CNC(=O)C=1C=2N(C=CC1)C=CN2)C(=O)N[C@@H](CC)B(O)O